4-(4-Bromo-phenyl)-6-methoxy-[2,2']bipyridinyl-5-carbonitrile BrC1=CC=C(C=C1)C1=CC(=NC(=C1C#N)OC)C1=NC=CC=C1